FC(OC1=CC=C(C=C1)C=1C=C(C=C2C=C(C=NC12)C(=O)N[C@@H](CO)C)OC)F (R)-8-(4-(difluoromethoxy)phenyl)-N-(1-hydroxypropan-2-yl)-6-methoxyquinoline-3-carboxamide